diphenylmethylene(cyclopentadienyl)(octamethyloctahydrodibenzofluorenyl)zirconium dichloride [Cl-].[Cl-].C1(=CC=CC=C1)C(C1=CC=CC=C1)=[Zr+2](C1(C(C(C(C2(C3C(=C4C=5C=CC=CC5CC4=C21)C=CCC3)C)(C)C)(C)C)(C)C)C)C3C=CC=C3